methyl 2-bromo-2-((S)-1-methylisochroman-8-yl)acetate BrC(C(=O)OC)C=1C=CC=C2CCO[C@H](C12)C